tert-butyl N-{14-[1-(2,6-dioxopiperidin-3-yl)-3-methyl-2-oxo-1,3-benzodiazol-4-yl]-3,6,9,12-tetraoxatetradecan-1-yl}carbamate O=C1NC(CCC1N1C(N(C2=C1C=CC=C2CCOCCOCCOCCOCCNC(OC(C)(C)C)=O)C)=O)=O